(S)-N-(benzo[d]thiazol-5-yl)-1-((2,3-dihydrobenzofuran-5-yl)sulfonyl)pyrrolidine-3-carboxamide Ethyl-4-imidazol-1-yl-3-methyl-7-[4-(trifluoromethoxy)phenyl]benzimidazole-5-carboxylate C(C)OC(=O)C1=C(C2=C(N=CN2C)C(=C1)C1=CC=C(C=C1)OC(F)(F)F)N1C=NC=C1.S1C=NC2=C1C=CC(=C2)NC(=O)[C@@H]2CN(CC2)S(=O)(=O)C=2C=CC1=C(CCO1)C2